5-(1-(2,2-difluoroethyl)-2-methyl-1H-imidazo[4,5-b]pyridin-6-yl)-4-methoxy-N-(2-oxaspiro[3.5]nonan-7-yl)-7H-pyrrolo[2,3-d]pyrimidin-2-amine FC(CN1C(=NC2=NC=C(C=C21)C2=CNC=1N=C(N=C(C12)OC)NC1CCC2(COC2)CC1)C)F